FC1(CC(C1)C=1C=CC(=NC1)C(NC(=O)C1N(CC(C1)F)C(CC=1OC(=CN1)C)=O)C1=CC=CC=C1)F N-{[5-(3,3-difluorocyclobutyl)pyridin-2-yl](phenyl)methyl}-4-fluoro-1-[2-(5-methyl-1,3-oxazol-2-yl)acetyl]pyrrolidine-2-carboxamide